NC1=C2C(=NC=N1)N(N=C2C2=CC=C(C1=C2OCO1)NC(=O)C1=NC2=CC=CC=C2C=C1)[C@H]1CNCCC1 (R)-N-(7-(4-amino-1-(piperidin-3-yl)-1H-pyrazolo[3,4-d]pyrimidin-3-yl)benzo[d][1,3]dioxolan-4-yl)-quinoline-2-carboxamide